C(C)(C)N1C(=NN=C1)C1=CN=CC(=N1)N 6-(4-isopropyl-4H-1,2,4-triazol-3-yl)pyrazin-2-amine